3-(2'-(morpholine-4-carbonyl)-[1,1'-biphenyl]-3-yl)acrylamide N1(CCOCC1)C(=O)C1=C(C=CC=C1)C1=CC(=CC=C1)C=CC(=O)N